1-[6-(4-Cyclopropyl-5-methyl-1H-imidazol-2-yl)pyridine-2-yl]-4-[1-(propan-2-yl)piperidin-4-yl]-1,4-diazepane C1(CC1)C=1N=C(NC1C)C1=CC=CC(=N1)N1CCN(CCC1)C1CCN(CC1)C(C)C